ClC=1C=C2C(OCCCOC=3C=C(C=CC3C3=C(C=C(C(NS(C(C1OC)=C2)(=O)=O)=C3)F)F)F)=O 16-chloro-5,22,24-trifluoro-17-methoxy-19,19-dioxo-8,12-dioxa-19λ6-thia-20-azatetracyclo[19.3.1.114,18.02,7]hexacosa-1(24),2(7),3,5,14,16,18(26),21(25),22-nonaen-13-one